(2α,3β,4α)-2,3,23-Trihydroxy-olean-12-en-28-oic acid C[C@@]12CCC3[C@@]([C@H]1CC=C4[C@]2(CC[C@@]5([C@H]4CC(CC5)(C)C)C(=O)O)C)(C[C@H]([C@@H]([C@@]3(C)CO)O)O)C